C12OCC(CC1)(CC2)CO[C@H]([C@@H](N)C(=O)N2CCC(CC2)C=2C=CC(=C(C(=O)OC)C2)C(F)(F)F)C methyl 5-(1-(O-((2-oxabicyclo[2.2.2]octan-4-yl)methyl)-D-threonyl)piperidin-4-yl)-2-(trifluoromethyl)benzoate